Bocoxindole C(=O)(OC(C)(C)C)N1C(CC2=CC=CC=C12)=O